NC=1C=C(C(=O)C2=CC=C(C=C2)N)C=CC1OC1=CC=CC=C1 3,4'-diamino-4-phenoxy-benzophenone